2,3-butanedione monooxime CC(C(C)=O)=NO